1-((((6-bromoquinolin-7-yl)methyl)amino)methyl)cyclopropan-1-ol BrC=1C=C2C=CC=NC2=CC1CNCC1(CC1)O